ClC=1C(=NC(=NC1)N[C@H]1[C@@H](COCC1)O)C#CC1=CN=C(N1C(C)C)C(C)(C)O (3S,4R)-4-((5-chloro-4-((2-(2-hydroxypropan-2-yl)-1-isopropyl-1H-imidazol-5-yl)ethynyl)pyrimidin-2-yl)amino)tetrahydro-2H-pyran-3-ol